BrCC(=O)N1CCN(CC1)S(=O)(=O)C1=CC=C(C=C1)C(C)(C)C 2-bromo-1-(4-((4-(tert-butyl)phenyl)sulfonyl)piperazin-1-yl)ethan-1-one